CO[C@@H](CO)[C@@H](CO)O 2-C-Methyl-D-erythritol